cobalt-indium oxide [O-2].[In+3].[Co+2]